2-((1r,4r)-4-(Hydroxymethyl)cyclohexyl)-6-methoxy-5-nitroisoindolin-1-one OCC1CCC(CC1)N1C(C2=CC(=C(C=C2C1)[N+](=O)[O-])OC)=O